FC(CN1C=NC(=C1C=1C=CC=2N(N1)C(=CN2)C(=O)N)C2=CC=C(C=C2)F)(C)F 6-(1-(2,2-difluoropropyl)-4-(4-fluorophenyl)-1H-imidazol-5-yl)imidazo[1,2-b]pyridazine-3-carboxamide